1-(4-(3-fluoro-2-methylphenyl)piperazin-1-yl)-2-(3-(4-hydroxypiperidine-1-carbonyl)-5,6-dihydrocyclopenta[c]pyrazol-1(4H)-yl)ethanone FC=1C(=C(C=CC1)N1CCN(CC1)C(CN1N=C(C2=C1CCC2)C(=O)N2CCC(CC2)O)=O)C